CC(C)(CCC1=CC=CC=C1)O 2-methyl-4-phenyl-butan-2-ol